1-[bis(dimethylamino)methylen]-5-chlorobenzotriazolium 3-oxide tetrafluoroborate F[B-](F)(F)F.CN(C)C(=[N+]1N=[N+](C2=C1C=CC(=C2)Cl)[O-])N(C)C